tert-butyl 4-[[4-[3-(tert-butoxycarbonylamino) anilino]-2-methylsulfanyl-pyrimidin-5-yl] methylamino]-3,4-dihydro-2H-quinoline-1-carboxylate C(C)(C)(C)OC(=O)NC=1C=C(NC2=NC(=NC=C2CNC2CCN(C3=CC=CC=C23)C(=O)OC(C)(C)C)SC)C=CC1